COC1=CC=C(CN(S(=O)(=O)C2=CC(=C(C=C2)NC2=CC=C(C=C2)S(F)(F)(F)(F)F)C=2N=CC(N(C2)C)=O)C)C=C1 N-(4-methoxybenzyl)-N-methyl-3-(4-methyl-5-oxo-4,5-dihydropyrazin-2-yl)-4-((4-(Pentafluoro-λ6-sulfanyl)phenyl)amino)benzenesulfonamide